1-(2-methoxy-1-methylethoxy)-2-propanamine COCC(OCC(C)N)C